2,4,6-trifluoro-3-hydroxybenzaldehyde FC1=C(C=O)C(=CC(=C1O)F)F